ClC1=CC(=C(C(=O)NC=2C=NC=CC2)C=C1Cl)F 4,5-dichloro-2-fluoro-N-(pyridin-3-yl)benzamide